(3-(5-(4-((5-cyclopropyl-1H-pyrazol-3-yl)amino)quinazolin-2-yl)pyridin-2-yl)-3,6-diazabicyclo[3.1.1]heptan-6-yl)(pyridin-4-yl)methanone C1(CC1)C1=CC(=NN1)NC1=NC(=NC2=CC=CC=C12)C=1C=CC(=NC1)N1CC2N(C(C1)C2)C(=O)C2=CC=NC=C2